7-cyclopentyl-2-{5-[4-(2-dimethylaminoethyl)-piperazin-1-yl]-pyridin-2-ylamino}-7H-pyrrolo[2,3-d]pyrimidine-6-carboxylic acid C1(CCCC1)N1C(=CC2=C1N=C(N=C2)NC2=NC=C(C=C2)N2CCN(CC2)CCN(C)C)C(=O)O